(2S,6R)-2,6-dimethyl-4-(3-(3-methyl-1H-indazol-5-yl)pyrazolo[1,5-a]pyrimidin-5-yl)morpholine C[C@H]1CN(C[C@H](O1)C)C1=NC=2N(C=C1)N=CC2C=2C=C1C(=NNC1=CC2)C